methyl-4-[(1-methylcyclopropyl)amino]-N-[(6-methylpyridin-2-yl)methyl]furo[2,3-d]pyrimidine-5-carboxamide CC=1N=C(C2=C(N1)OC=C2C(=O)NCC2=NC(=CC=C2)C)NC2(CC2)C